NC1=NC=C(C(=C1[N+](=O)[O-])C=1CCN(CC1)C(=O)OC(C)(C)C)F tert-butyl 2'-amino-5'-fluoro-3'-nitro-3,6-dihydro-2H-[4,4'-bipyridine]-1-carboxylate